C(C)(C)(C)OC(=O)N1[C@H](CN([C@@H](C1)C)C=1C2=C(N=CN1)N(C=C2C(F)(F)F)S(=O)(=O)C2=CC=C(C)C=C2)C (2s,5r)-2,5-dimethyl-4-(7-tosyl-5-(trifluoromethyl)-7H-pyrrolo[2,3-d]pyrimidin-4-yl)piperazine-1-carboxylic acid tert-butyl ester